N-(5-(6-(3-fluoro-4-hydroxyphenyl)pyrazin-2-yl)thiophen-3-yl)pentanamide FC=1C=C(C=CC1O)C1=CN=CC(=N1)C1=CC(=CS1)NC(CCCC)=O